2-(2-(5-chloro-2-isopropylphenyl)-4-(4-methoxybenzyl)piperazin-1-yl)-7-azaspiro[3.5]nonane ClC=1C=CC(=C(C1)C1N(CCN(C1)CC1=CC=C(C=C1)OC)C1CC2(C1)CCNCC2)C(C)C